ClC1=C(C=CC=C1C1=C(C(=NC=C1)C=1C=C2C(N(C(=NN2C1)CN1CC(C1)(C)O)C)=O)Cl)C1=NC(=C(C=O)C=C1)OC 6-(2-chloro-3-(3-chloro-2-(2-((3-hydroxy-3-methylazetidin-1-yl)methyl)-3-methyl-4-oxo-3,4-dihydropyrrolo[2,1-f][1,2,4]triazin-6-yl)pyridin-4-yl)phenyl)-2-methoxynicotinaldehyde